ClC=1C(N(N=CC1Cl)C1CCC(CC1)N1CCC2=CC=CC=C12)=O 4,5-dichloro-2-(4-indolin-1-ylcyclohexyl)pyridazin-3-one